(R)-4-boc-(R)-2-methylpiperazin C(=O)(OC(C)(C)C)N1C[C@H](NCC1)C